BrC=1C=C(SC1)C1=CC(=NN1CC1=C(C=CC=C1)Cl)C(=O)OC Methyl 5-(4-bromothien-2-yl)-1-[(2-chlorophenyl)-methyl]-1H-pyrazole-3-carboxylate